vinylmethoxydi(dodecyloxy)silane C(=C)CO[SiH](OCCCCCCCCCCCC)OCCCCCCCCCCCC